tetrahydrofuran-2-ylmethyl methacrylate (tetrahydrofurfuryl methacrylate) C(C1CCCO1)C=C(C(=O)O)C.C(C(=C)C)(=O)OCC1OCCC1